FC(CN1C(=NC2=C1C=C(C=C2F)C2=CNC=1N=C(N=CC12)NC1CCC(CC1)OCCO)C)F 2-(((1s,4s)-4-((5-(1-(2,2-difluoroethyl)-4-fluoro-2-methyl-1H-benzo[d]imidazol-6-yl)-7H-pyrrolo[2,3-d]pyrimidin-2-yl)amino)cyclohexyl)oxy)ethan-1-ol